CN1C[C@H](OCC1)CNC1=C(C=C(C=C1)S(=O)(=O)N)[N+](=O)[O-] (R)-4-(((4-methylmorpholin-2-yl)methyl)amino)-3-nitrobenzenesulfonamide